3,3-Difluoro-N-(5-(1-oxo-2-propyl-1,2-dihydroisoquinolin-7-yl)pyridin-2-yl)pentanamide FC(CC(=O)NC1=NC=C(C=C1)C1=CC=C2C=CN(C(C2=C1)=O)CCC)(CC)F